calcium mercaptoacetate salt trihydrate O.O.O.SCC(=O)[O-].[Ca+2].SCC(=O)[O-]